C12CCCC(CC1)N2C(=O)OC2=C(C=C(C=C2OC)C=2NC(=C(N2)C=2SC=CC2)C2=CC=CC=C2)OC 2,6-Dimethoxy-4-(5-phenyl-4-(thiophen-2-yl)-1H-imidazol-2-yl)phenyl 8-azabicyclo[3.2.1]octane-8-carboxylate